1-(4-chlorophenyl)-N-{2-fluoro-3-[6-oxo-4-(trifluoromethyl)-1,6-dihydropyrimidin-2-yl]-4-(trifluoromethyl)benzyl}cyclopentane-1-carboxamide aluminum [Al].ClC1=CC=C(C=C1)C1(CCCC1)C(=O)NCC1=C(C(=C(C=C1)C(F)(F)F)C=1NC(C=C(N1)C(F)(F)F)=O)F